CC1=C(OC=2C=C3C4(C(NC3=CC2)=O)CC4)C(=CC(=C1)[N+](=O)[O-])C 5'-(2,6-dimethyl-4-nitrophenoxy)-1'H-spiro[cyclopropane-1,3'-indol]-2'-one